BrC1=CN(C2=NC(=CC(=C21)C2=C(C(=CC=C2)OC)C)C(=O)N)C 3-bromo-4-(3-methoxy-2-methylphenyl)-1-methyl-pyrrolo[2,3-b]pyridine-6-carboxamide